N1[C@@H](CCC1)C(=O)O.C(C(C)C)(=O)[O-].[Li+] lithium isobutyrate-L-proline salt